Hexamethoxycyclotriphosphazene COP1(=NP(=NP(=N1)(OC)OC)(OC)OC)OC